ClC1(CC(=CC=C1OC1=NC=CC=C1C#N)CC(=O)O)F 2-(3-chloro-4-((3-cyanopyridin-2-yl)oxy)-3-fluorophenyl)acetic acid